FC1=C(CN2C(C3=C(C(=C2)C(=O)N[C@@H]2[C@H](CCCCC2)O)OC=C3)=O)C=CC(=C1)C=1C=NN(C1)C 5-(2-fluoro-4-(1-methyl-1H-pyrazol-4-yl)benzyl)-N-((1S,2S)-2-hydroxycycloheptyl)-4-oxo-4,5-dihydrofuro[3,2-c]pyridine-7-carboxamide